tert-butyl (4-aminopentan-2-yl)carbamate NC(CC(C)NC(OC(C)(C)C)=O)C